(R)-2-(3-(1-((3-(4-(dimethylamino)piperidin-1-yl)-8-methylpyrido[2,3-d]pyridazine-5-yl)amino)ethyl)-2-fluorophenyl)-2,2-difluoroethanol CN(C1CCN(CC1)C1=CC=2C(=C(N=NC2N[C@H](C)C=2C(=C(C=CC2)C(CO)(F)F)F)C)N=C1)C